(S)-4-(7-bromo-8-fluoro-2-(((2R,7aS)-2-fluorotetrahydro-1H-pyrrolizin-7a(5H)-yl)methoxy)-6-methylquinazolin-4-yl)-6-methyl-1,4-oxazepan-6-ol BrC1=C(C=C2C(=NC(=NC2=C1F)OC[C@]12CCCN2C[C@@H](C1)F)N1CCOC[C@](C1)(O)C)C